tert-Butyl methyl(2-((6-methyl-2-(3-(4-(trifluoromethoxy)phenyl)ureido)pyrimidin-4-yl)amino)ethyl)carbamate CN(C(OC(C)(C)C)=O)CCNC1=NC(=NC(=C1)C)NC(=O)NC1=CC=C(C=C1)OC(F)(F)F